ClC1=NC=CC2=C1C=C1N2CCN(C1=O)CCNC1=NC=CC2=CC=C(C=C12)C1=NOC(=N1)C 1-chloro-8-(2-((7-(5-methyl-1,2,4-oxadiazol-3-yl)isoquinolin-1-yl)amino)ethyl)-7,8-dihydropyrido[3',4':4,5]pyrrolo[1,2-a]pyrazin-9(6H)-one